2-[(2E)-2-(aminomethyl)-3-fluoroprop-2-en-1-yl]-4-[(4'-methyl-2,3'-bithiophene-5-yl)methyl]-2,4-dihydro-3H-1,2,4-triazol-3-one NC/C(/CN1N=CN(C1=O)CC1=CC=C(S1)C1=CSC=C1C)=C\F